(2-(methylamino)ethoxy)benzene-1,4-diamine CNCCOC1=C(C=CC(=C1)N)N